5-{4-[(tert-butyldimethylsilyl)oxy]-3-methoxyphenyl}penta-2,4-dienoic acid methyl ester COC(C=CC=CC1=CC(=C(C=C1)O[Si](C)(C)C(C)(C)C)OC)=O